3-[8-(4-Aminopiperidin-1-yl)-7-(3-fluoro-5-methylphenyl)-1,5-naphthyridin-2-yl]-5-fluoro-2-hydroxybenzonitril NC1CCN(CC1)C=1C(=CN=C2C=CC(=NC12)C=1C(=C(C#N)C=C(C1)F)O)C1=CC(=CC(=C1)C)F